O1COCC(=C1)O [1,3]dioxin-5-ol